2-ethoxy-1-(1-methyl-1H-pyrazol-5-yl)prop-2-en-1-one C(C)OC(C(=O)C1=CC=NN1C)=C